3-(3,4-dichlorophenyl)-6-(2-(3-fluoropyrrolidin-1-yl)-2-oxoethyl)imidazo[1,2-c]pyrimidin-5(6H)-one ClC=1C=C(C=CC1Cl)C1=CN=C2N1C(N(C=C2)CC(=O)N2CC(CC2)F)=O